N[C@H](C(=O)O[C@@H]1[C@H](O[C@]([C@@H]1O)(C1=CC=C2C(=NC=NN21)NC([C@H](CC)C)=O)C#N)COC(CC2=CC=CC=C2)=O)C(C)(C)C (2R,3S,4R,5R)-5-cyano-4-hydroxy-5-(4-((S)-2-methylbutanamido)pyrrolo[2,1-f][1,2,4]triazin-7-yl)-2-((2-phenylacetoxy)methyl)tetrahydrofuran-3-yl (S)-2-amino-3,3-dimethylbutanoate